NC1=NC2=CC(=CC=C2C(=C1C#N)O)Cl 2-amino-7-chloro-4-hydroxy-quinoline-3-carbonitrile